2-((3-aminopropyl)amino)ethanol NCCCNCCO